(S)-N-((R)-1-cyano-2-((R)-2-oxopyrrolidin-3-yl)ethyl)-2-(4-methoxy-1H-indole-2-carbonyl)-2-azabicyclo[2.2.2]octane-3-carboxamide C(#N)[C@@H](C[C@@H]1C(NCC1)=O)NC(=O)[C@H]1N(C2CCC1CC2)C(=O)C=2NC1=CC=CC(=C1C2)OC